cis-8-dimethylamino-3-(2-morpholin-4-yl-pyrimidin-4-yl)-8-phenyl-1,3-diazaspiro[4.5]decan-2-one CN(C1(CCC2(CN(C(N2)=O)C2=NC(=NC=C2)N2CCOCC2)CC1)C1=CC=CC=C1)C